BrC1=C(C=CC=C1)N1N=C(C=C1)N 1-(2-bromophenyl)-1H-pyrazol-3-amine